tert-Butyl 5-[5-[(6-amino-2-dimethylphosphoryl-8-oxo-7H-purin-9-yl)methyl]-2-pyridyl]-2,5-diazabicyclo[2.2.2]octane-2-carboxylate NC1=C2NC(N(C2=NC(=N1)P(=O)(C)C)CC=1C=CC(=NC1)N1C2CN(C(C1)CC2)C(=O)OC(C)(C)C)=O